FC(CC)(F)C1=CC=C(C=N1)C1=C(C(=O)O)C=C(C=C1F)NC(=O)C1(CC1)C1=C(C=C(C=C1)C(F)(F)F)F 2-[6-(1,1-Difluoropropyl)pyridin-3-yl]-3-fluoro-5-[({1-[2-fluoro-4-(trifluoromethyl)phenyl]cyclopropyl}carbonyl)amino]benzoic acid